Oxostearoyl-CoA O=CCCCCCCCCCCCCCCCCC(=O)SCCNC(CCNC([C@@H](C(COP(OP(OC[C@@H]1[C@H]([C@H]([C@@H](O1)N1C=NC=2C(N)=NC=NC12)O)OP(=O)(O)O)(=O)O)(=O)O)(C)C)O)=O)=O